(S)-1-((S)-1-(tetrahydro-2H-pyran-4-yl)pyrrolidin-2-yl)ethan-1-ol tert-butyl-N-[3-[3-[[1-(1,3-benzothiazol-2-yl)-2-(3-cyanophenyl)ethyl]sulfamoyl]anilino]-3-oxo-propyl]carbamate C(C)(C)(C)N(C(=O)O[C@@H](C)[C@H]1N(CCC1)C1CCOCC1)CCC(=O)NC1=CC(=CC=C1)S(NC(CC1=CC(=CC=C1)C#N)C=1SC2=C(N1)C=CC=C2)(=O)=O